dodecyl allyl succinate sodium [Na].C(CCC(=O)OCC=C)(=O)OCCCCCCCCCCCC